2-chloro-N-(6-methyl-5-((1-methyl-6-((1-methyl-1H-imidazol-4-yl)amino)-1H-pyrazolo[3,4-d]pyrimidin-3-yl)amino)pyridin-3-yl)acetamide ClCC(=O)NC=1C=NC(=C(C1)NC1=NN(C2=NC(=NC=C21)NC=2N=CN(C2)C)C)C